(E)-Methyl 3-(3-hydroxyphenyl)acrylate OC=1C=C(C=CC1)/C=C/C(=O)OC